2-((4-(3-(4-cyano-2-fluorophenyl)-3-methyl-2,3-Dihydrobenzo[b][1,4]dioxin-5-yl)piperidin-1-yl)methyl)-1-(((S)-oxetan-2-yl)methyl)-1H-benzo[d]imidazole-6-carboxylic acid C(#N)C1=CC(=C(C=C1)C1(OC2=C(OC1)C=CC=C2C2CCN(CC2)CC2=NC1=C(N2C[C@H]2OCC2)C=C(C=C1)C(=O)O)C)F